[4-(5-aminoisoxazol-3-yl)-1-piperidyl]-(4-cyclopropyl-3-fluoro-phenyl)methanone NC1=CC(=NO1)C1CCN(CC1)C(=O)C1=CC(=C(C=C1)C1CC1)F